C1(CCCCCCC1)NC=1NC(/C(/N1)=C/C=1C=C2C=NN(C2=CC1)C)=O (4Z)-2-(Cyclooctylamino)-4-[(1-methylindazol-5-yl)methylene]-1H-imidazol-5-one